2,4-dichloro-7-((3aS,4R,6R,6aR)-2,2-dimethyl-6-(1-(tetrahydro-2H-pyran-2-yl)-1H-pyrazol-4-yl)tetrahydro-4H-cyclopenta[d][1,3]dioxol-4-yl)-7H-pyrrolo[2,3-d]pyrimidine ClC=1N=C(C2=C(N1)N(C=C2)[C@@H]2C[C@@H]([C@H]1OC(O[C@H]12)(C)C)C=1C=NN(C1)C1OCCCC1)Cl